(S)-2-heptanol C[C@@H](CCCCC)O